C(C)(C)ON=C1C2=CC=CC=C2C(C=2[NH+](CN(C21)C)C)=O (E) or (Z)-4-(isopropoxyimino)-1,3-dimethyl-9-oxo-4,9-dihydro-1H-naphtho[2,3-d]imidazolium